1-({2-[4-(2,4-Difluorophenyl)cyclohexyl]ethyl}amino)cyclopentane-1-carboxamide FC1=C(C=CC(=C1)F)C1CCC(CC1)CCNC1(CCCC1)C(=O)N